(4-amino-7-fluoroimidazo[1,5-a]quinoxalin-8-yl)((4aR,9aS)-7-(trifluoromethyl)-2,3,9,9a-tetrahydroindeno[2,1-b][1,4]oxazin-4(4aH)-yl)methanone NC=1C=2N(C3=CC(=C(C=C3N1)F)C(=O)N1[C@H]3[C@@H](OCC1)CC=1C=C(C=CC13)C(F)(F)F)C=NC2